C(CCCCC)C(C(=O)OCCCCCC[N+]#[C-])CCCCCCCC 6-isocyanohexyl 2-hexyldecanoate